FC1=CC=C(C=C1)N1C(C(NC2=CC=CC=C12)=O)=O 1-(4-fluorophenyl)quinoxalin-2,3(1H,4H)-dione